(5-bromo-2-tetrahydropyran-2-yl-1,2,4-triazol-3-yl)-3,4-dihydro-1H-isoquinolin-7-ol BrC=1N=C(N(N1)C1OCCCC1)C1NCCC2=CC=C(C=C12)O